C(C)OC(=O)C1=C(N(C2=CC=C(C=C12)OCC1=CC=CC=C1)C1=CC(=C(C=C1)F)C)[C@@H]1OCCC1 5-benzyloxy-1-(4-fluoro-3-methyl-phenyl)-2-[(2R)-tetrahydrofuran-2-yl]Indole-3-carboxylic acid ethyl ester